C[C@@H]1NCC=2C1=NN(C2)C2CCS(CC2)(=O)=O (S)-4-(6-methyl-5,6-dihydropyrrolo[3,4-c]pyrazol-2(4H)-yl)tetrahydro-2H-thiopyran 1,1-dioxide